C(C)(C)(C)OC(=O)N1C(C2=C(CC1)N(N=C2CC(=O)OC)C2=CC=C(C=C2)C2CCC2)C#N.IC2=C(C=CC=C2)NC(C2=NC=CC(=C2)C(F)(F)F)=O N-(iodophenyl)-4-(trifluoromethyl)picolinamide tert-butyl-4-cyano-1-(4-cyclobutylphenyl)-3-(2-methoxy-2-oxoethyl)-1,4,6,7-tetrahydro-5H-pyrazolo[4,3-c]pyridine-5-carboxylate